C(#N)[C@H](C[C@H]1C(NCC1)=O)NC[C@H](CC(C)(C)C)NC(=O)C=1NC2=CC=CC(=C2C1)OC N-((S)-1-(((S)-1-cyano-2-((S)-2-oxopyrrolidin-3-yl)ethyl)amino)-4,4-dimethylpentan-2-yl)-4-methoxy-1H-indole-2-carboxamide